C1(CC1)C1=NOC(C2=C1C=CC(=C2)NC2=NC=C(C(=N2)N[C@H](CO)C2=CC=CC=C2)C=2OC=NN2)=O (S)-4-cyclopropyl-7-(4-(2-hydroxy-1-phenylethylamino)-5-(1,3,4-oxadiazol-2-yl)pyrimidin-2-ylamino)-1H-benzo[d][1,2]oxazin-1-one